CC=1OC=C(N1)C#N 2-methyloxazole-4-carbonitrile